OC=1C=C(C(=O)C2N(C=CC3=CC=CC=C23)C)C=CC1 1-(3-hydroxybenzoyl)-2-methylisoquinoline